C(C)N1C(C(N(CC1)C(=O)NC(C(=O)N[C@@H]1B(OC2=C(C1)C=CC=C2C(=O)O)O)C2=C(C(=C(C=C2)P(=O)(O)O)F)O)=O)=O (3R)-3-(2-(4-ethyl-2,3-dioxopiperazine-1-carboxamido)-2-(3-fluoro-2-hydroxy-4-phosphonophenyl)acetamido)-2-hydroxy-3,4-dihydro-2H-benzo[e][1,2]oxaborinine-8-carboxylic acid